OC(=O)C(F)(F)F.FC(C=1C=NN(C1)CCCC=1C=C2C(=CNC2=CC1)N)(F)F 5-(3-(4-(trifluoromethyl)-1H-pyrazol-1-yl)propyl)-1H-indol-3-amine TFA salt